[Cu].P(O)(O)=O Phosphonic acid copper